C1=CC=CC=2C3=CC=CC=C3N(C12)C1=C(C=CC=C1)N(C1=CC=C(C=C1)N1C2=CC=CC=C2C=2C=CC=CC12)C1=CC=C(C=C1)N1C2=CC=CC=C2C=2C=CC=CC12 (9H-carbazol-9-yl)-N,N-bis[4-(9H-carbazol-9-yl)phenyl]benzeneamine